CN1N=CC(=C1)NC1=NC(=NC(=N1)NC1=CC(=NC=C1)C(F)(F)F)C1=NC(=CC=C1)C(F)(F)F (1-methyl-1H-pyrazol-4-yl)-6-(6-trifluoromethyl-pyridin-2-yl)-N'-(2-trifluoromethyl-pyridin-4-yl)-[1,3,5]triazine-2,4-diamine